CS(=O)(=O)N1CCC(CC1)NC1=NC=C(C(=N1)C1=CN=C(S1)O[C@H]1[C@@H](CCC1)O)C(F)(F)F (1R,2R)-2-((5-(2-((1-(Methylsulfonyl)piperidin-4-yl)amino)-5-(trifluoromethyl)pyrimidin-4-yl)thiazol-2-yl)oxy)cyclopentanol